4-(2,6-dimethylpyridin-4-yl)-6-fluoro-1H-pyrrolo[3,2-c]quinolin CC1=NC(=CC(=C1)C1=NC=2C(=CC=CC2C2=C1C=CN2)F)C